tert-butyl 4-(5-cyclopropyl-1,3-benzoxazol-2-yl)piperidine-1-carboxylate tert-Butyl-4-(5-bromo-1,3-benzoxazol-2-yl)piperidine-1-carboxylate C(C)(C)(C)OC(=O)N1CCC(CC1)C=1OC2=C(N1)C=C(C=C2)Br.C2(CC2)C=2C=CC1=C(N=C(O1)C1CCN(CC1)C(=O)OC(C)(C)C)C2